C(C)(C)(C)OC(NC(C)(C)C1=NC=C2N1C=CC=C2SCC)=O (2-(8-(ethylsulfanyl)imidazo[1,5-a]pyridin-3-yl)propan-2-yl)carbamic acid tert-butyl ester